C(CC(C(=O)[O-])CS)C(C(=O)[O-])CS ethylenebis(3-mercaptopropionate)